COC1=CC=C(C=C1)N1CCN(CC1)C=1SC2=C(N1)C=CC=C2 2-(4-(4-methoxyphenyl)piperazin-1-yl)benzo[d]thiazole